(S)-1-(4-((5-(4'-amino-4'H,6'H-spiro[piperidine-4,5'-pyrrolo[1,2-b]pyrazol]-1-yl)pyrazin-2-yl)thio)-3-chloropyridin-2-yl)-1H-pyrrole-3-carboxamide N[C@H]1C2(CN3N=CC=C31)CCN(CC2)C=2N=CC(=NC2)SC2=C(C(=NC=C2)N2C=C(C=C2)C(=O)N)Cl